C(=C(Cl)Cl)(C(C(Cl)(Cl)Cl)(Cl)Cl)Cl octachlorobutene